ClCC=1C=NC=CC1CCl 3,4-bis(chloromethyl)-pyridine